5-chloro-4-(1-chloro-4,5-dihydro-3H-pyrrolo[1,2-a][1,4]diazepin-8-yl)-N-(1-methyl-1H-pyrazol-5-yl)pyridin-2-amine ClC=1C(=CC(=NC1)NC1=CC=NN1C)C=1C=C2N(CCCN=C2Cl)C1